1-(4-bromophenyl)-2-((6-(4-bromophenyl)-7H-[1,2,4]triazolo[3,4-b][1,3,4]thiadiazine-3-yl)thio)ethanone BrC1=CC=C(C=C1)C(CSC1=NN=C2SCC(=NN21)C2=CC=C(C=C2)Br)=O